(S)-(2-(4-(4-fluoropyrazolo[1,5-a]pyridin-2-yl)-1,4,6,7-tetrahydro-5H-imidazo[4,5-c]pyridin-5-yl)-4-methylpyrimidin-5-yl)(pyrrolidin-1-yl)methanone FC=1C=2N(C=CC1)N=C(C2)[C@H]2N(CCC1=C2N=CN1)C1=NC=C(C(=N1)C)C(=O)N1CCCC1